2-(2-hydroxy-N-methylacetamido)-3-methylbutanamide OCC(=O)N(C)C(C(=O)N)C(C)C